ClC1=C2C=C(C=NC2=NC(=C1)C1=CC2=CN(N=C2C(=C1)F)C)N1C[C@@H](N([C@H](C1)C)C(=O)OC(C)(C)C)C tert-butyl (2S,6S)-4-[5-chloro-7-(7-fluoro-2-methylindazol-5-yl)-1,8-naphthyridin-3-yl]-2,6-dimethylpiperazine-1-carboxylate